COC1=C(CNC2=NC3=CC(=CC=C3C(=N2)N[C@@](CO)(CCCC)C)B(O)O)C=CC(=C1)OC (R)-(2-((2,4-dimethoxybenzyl)amino)-4-((1-hydroxyl-2-methylhexan-2-yl)amino)quinazoline-7-yl)boronic acid